8-(4,4-difluorocyclohex-1-en-1-yl)-N-(oxazol-2-ylmethyl)quinoline-3-carboxamide FC1(CC=C(CC1)C=1C=CC=C2C=C(C=NC12)C(=O)NCC=1OC=CN1)F